2-(isopropylamino)-5-(3-(2-oxo-1,2,3,4-tetrahydroquinolin-6-yl)-1,2,4-oxadiazol-5-yl)benzonitrile C(C)(C)NC1=C(C#N)C=C(C=C1)C1=NC(=NO1)C=1C=C2CCC(NC2=CC1)=O